C(C)(C)(C)OC(=O)NC1(CC=2C3=C(NC2CC1)N=NC(=C3)Cl)C(=O)OC methyl 6-[(tert-butoxycarbonyl)amino]-3-chloro-5H,7H,8H,9H-pyridazino[3,4-b]indole-6-carboxylate